N(=[N+]=[N-])CC12CC(C1)(C2)C(=O)N2N=CCC2C2=CC(=CC(=C2)F)F (3-(azidomethyl)bicyclo[1.1.1]pentan-1-yl)(5-(3,5-difluorophenyl)-4,5-dihydro-1H-pyrazol-1-yl)methanone